ClC(C=C(Cl)Cl)(F)Cl 1,1,3,3-tetrachloro-1-fluoropropene